(S)-6-(4-(2-hydroxy-1-phenylethylamino)-5-(1,3,4-oxadiazol-2-yl)pyrimidin-2-ylamino)-2,2-dimethylfuro[3,2-c]pyridine-3(2H)-one OC[C@H](C1=CC=CC=C1)NC1=NC(=NC=C1C=1OC=NN1)NC1=CC2=C(C=N1)C(C(O2)(C)C)=O